C(C(=O)O)(=O)O.C(COCCO)O Diethylene Glycol Oxalate